C[Si](CCOCN1N=C(C=C1CN1N=CC(=C1)[N+](=O)[O-])C)(C)C trimethyl-[2-[[3-methyl-5-[(4-nitropyrazol-1-yl)methyl]pyrazol-1-yl]methoxy]ethyl]silane